4-((R)-10-Acryloyl-2-fluoro-4-methyl-14-oxo-8,8a,9,10,11,12-hexahydro-7H,14H-pyrazino[1',2':5,6][1,5]diazocino[3,2,1-hi]indazol-3-yl)-2-amino-7-fluorobenzo[b]thiophene-3-carbonitrile C(C=C)(=O)N1C[C@@H]2N(C(C=3C=C(C(=C4C(=NN(C34)CC2)C)C2=CC=C(C=3SC(=C(C32)C#N)N)F)F)=O)CC1